CC(C)(C(CCCCC)C(F)(F)F)C=1C=C(C=C(C1)O)O 5-(2-methyl-3-(trifluoromethyl)octan-2-yl)benzene-1,3-diol